methyl 2-(3-(4-(2-chloropyrimidin-5-yl)piperidin-1-yl)isoxazol-5-yl)-3-methylbutanoate ClC1=NC=C(C=N1)C1CCN(CC1)C1=NOC(=C1)C(C(=O)OC)C(C)C